NC1=C(C=C(N=N1)C1=C(C=CC=C1)O)N1CC2CCC(C1)N2C2=NC=C(C=N2)C2=CCC1(OCCO1)CC2 2-[6-amino-5-[8-[5-(1,4-dioxaspiro[4.5]dec-7-en-8-yl)pyrimidin-2-yl]-3,8-diazabicyclo[3.2.1]octan-3-yl]pyridazin-3-yl]phenol